(4-amino-7-fluoro-3-methyl-imidazo[1,5-a]quinoxalin-8-yl)-[(3S)-3-[4-(trifluoromethyl)phenyl]morpholin-4-yl]methanone NC=1C=2N(C3=CC(=C(C=C3N1)F)C(=O)N1[C@H](COCC1)C1=CC=C(C=C1)C(F)(F)F)C=NC2C